1-(4-((1-acetylpiperidin-4-yl)oxy)-3-(trifluoromethyl)phenyl)-3-(4-((3-chloro-1H-pyrrolo[2,3-B]pyridin-4-yl)oxy)-2-fluorophenyl)urea C(C)(=O)N1CCC(CC1)OC1=C(C=C(C=C1)NC(=O)NC1=C(C=C(C=C1)OC1=C2C(=NC=C1)NC=C2Cl)F)C(F)(F)F